CN(CCN1C(OC(=C1)C1=CC=CC=C1)C1=C(C=CC=C1)C(F)(F)F)C N-(2-(dimethylamino)ethyl)-5-phenyl-2-(2-(trifluoromethyl)phenyl)oxazole